8-[(8aS)-octahydropyrrolo[1,2-a]pyrazin-2-yl]-3-(2,4-dimethylbenzenesulfonyl)-4H,5H-[1,2,3]triazolo[1,5-a]quinazolin-5-one C1[C@H]2N(CCN1C1=CC=C3C(NC=4N(C3=C1)N=NC4S(=O)(=O)C4=C(C=C(C=C4)C)C)=O)CCC2